7-[1-(1-Cyano-4-piperidyl)-5-methyl-triazol-4-yl]-5-[2-methoxy-1-[5-(trifluoromethyl)-3-pyridyl]ethoxy]imidazo[1,2-a]pyridine-3-carbonitrile C(#N)N1CCC(CC1)N1N=NC(=C1C)C1=CC=2N(C(=C1)OC(COC)C=1C=NC=C(C1)C(F)(F)F)C(=CN2)C#N